(S)-2-amino-4-(2-amino-6-chlorophenyl)-4-oxobutanoic acid N[C@H](C(=O)O)CC(=O)C1=C(C=CC=C1Cl)N